(3S,4R)-4-(2,6-difluoro-4-methoxyphenyl)-3-({5-[4-(pyrazin-2-yloxy)phenyl]-1,3,4-oxadiazol-2-yl}amino)pyrrolidin-2-one tert-Butyl-4-(2-ethoxy-2-oxo-ethylidene)piperidine-1-carboxylate C(C)(C)(C)OC(=O)N1CCC(CC1)=CC(=O)OCC.FC1=C(C(=CC(=C1)OC)F)[C@H]1[C@@H](C(NC1)=O)NC=1OC(=NN1)C1=CC=C(C=C1)OC1=NC=CN=C1